C(C)OC(=O)C1CCN(CC1)C1=NC(=C(N=C1)I)CCCCOC (5-iodo-6-(4-methoxybutyl)pyrazin-2-yl)piperidine-4-carboxylic acid ethyl ester